tert-Butyl 8-[6-[2-(tert-butoxycarbonylamino)-3-cyano-5-fluoro-benzothiophen-4-yl]-5-fluoro-7,9-dihydrofuro[3,4-f]quinazolin-1-yl]-3,8-diazabicyclo[3.2.1]octane-3-carboxylate C(C)(C)(C)OC(=O)NC=1SC2=C(C1C#N)C(=C(C=C2)F)C=2C1=C(C=3C(=NC=NC3C2F)N2C3CN(CC2CC3)C(=O)OC(C)(C)C)COC1